2,2-Bis(4-methoxyphenyl)-5-methoxycarbonyl-6-(2-hydroxyethoxy)ethoxy-[2H]-naphtho[1,2-b]pyran COC1=CC=C(C=C1)C1(C=CC2=C(O1)C1=CC=CC=C1C(=C2C(=O)OC)OCCOCCO)C2=CC=C(C=C2)OC